C(C1=CC=CC=C1)(=S)SSC(C1=CC=CC=C1)=S bis(thiobenzoyl) disulphide